5-((3-(5-(4-fluoro-3-(hydroxymethyl)phenyl)-4,5-dihydro-1H-pyrazole-1-carbonyl)bicyclo[1.1.1]pent-1-yl)methoxy)pyrazine-2-carbonitrile FC1=C(C=C(C=C1)C1CC=NN1C(=O)C12CC(C1)(C2)COC=2N=CC(=NC2)C#N)CO